C(C1=CC=CC=C1)OC1=NC(=CC=C1C1=CC(=C(C=C1)N1CCC(CC1)CCO)F)OCC1=CC=CC=C1 2-(1-(4-(2,6-bis(benzyloxy)pyridin-3-yl)-2-fluorophenyl)piperidin-4-yl)ethanol